NN1C(=NN=C1C1=CC(=C(C=C1)F)OC1=CC=CC=C1)S 4-amino-5-(4-fluoro-3-phenoxyphenyl)-4H-1,2,4-triazole-3-thiol